methyl (R)-5-(10-ethyl-l-1-oxo-1,2,4,4a,5,6,11,14-octahydro-3H,12H-pyrazino[1',2':5,6][1,5]oxazocino[2,3-g]quinolin-3-yl)picolinate C(C)C=1CNC2=CC3=C(C=C2C1)OCC[C@H]1N(C3)C(CN(C1)C=1C=CC(=NC1)C(=O)OC)=O